C(C)C(CC)C1=C(C(=CC=C1)C(CC)CC)C1CC(OOC1)C1=C(C=CC=C1C(CC)CC)C(CC)CC 1,3-bis[2,6-bis(1-ethylpropyl)phenyl]-4,5-dioxane